C(C)(C)C=C(C(=O)O[C@@H]1C[C@H](C1)OC1=C2C(=NC=C1)N(N=C2CN)C2=CC=C(C=C2)OC(F)(F)F)C trans-3-((3-(aminomethyl)-1-(4-(trifluoromethoxy)phenyl)-1H-pyrazolo[3,4-b]pyridin-4-yl)oxy)cyclobutanol Isopropyl-methylacrylate